(S)-N-cyclopropyl-2-(4-(4-fluoropyrazolo[1,5-a]pyridin-2-yl)-1,4,6,7-tetrahydro-5H-imidazo[4,5-c]pyridin-5-yl)pyrimidine-4-carboxamide C1(CC1)NC(=O)C1=NC(=NC=C1)N1[C@@H](C2=C(CC1)NC=N2)C2=NN1C(C(=CC=C1)F)=C2